2-(((3ar,5r,6ar)-6-acetoxy-6-ethynyl-2,2-dimethyltetrahydrofurano[2,3-d][1,3]dioxol-5-yl)methoxy)-2-(furan-3-ylmethyl)-malonic acid diethyl ester C(C)OC(C(C(=O)OCC)(CC1=COC=C1)OC[C@@H]1C([C@@H]2[C@@H](OC(O2)(C)C)O1)(C#C)OC(C)=O)=O